2-(chloromethyl)-3-methyloxirane ClCC1OC1C